O=C1N(C(CC1)=O)C(C(=O)O)COCCOCCN1C(C(=C(C1=O)SC1=CC=CC=C1)SC1=CC=CC=C1)=O.BrC1=C(C=CC=C1)C(F)(F)F bromo-2-(trifluoromethyl)benzene 2,5-dioxopyrrolidin-1-yl-3-(2-(2-(2,5-dioxo-3,4-bis(phenylthio)-2,5-dihydro-1H-pyrrol-1-yl)ethoxy)ethoxy)propanoate